BrC=1C=C(C=CC1)C1OC2=C(C1)C=C(C(=C2)C)Cl 2-(3-bromophenyl)-5-chloro-6-methyl-2,3-dihydrobenzofuran